OC[C@@H](C)NC(=O)C1=CC=C2C(=CC(=NC2=C1)C1=CC=C(C=C1)C(F)(F)F)OC (R)-N-(1-hydroxypropan-2-yl)-4-methoxy-2-(4-(trifluoromethyl)phenyl)quinoline-7-carboxamide